CC1=C(C(=CC=C1)C)NC1=NN(C2=NC(=NC=C21)NC2=CC=C1CCN(CC1=C2)C(=S)C2CCNCC2)C (7-((3-((2,6-dimethylphenyl)amino)-1-methyl-1H-pyrazolo[3,4-d]pyrimidin-6-yl)amino)-3,4-dihydroisoquinolin-2(1H)-yl)(piperidin-4-yl)methanethione